(R)-N-(5-((5-oxaspiro(3.4)oct-7-yl)methoxy)-1,3,4-thiadiazol-2-yl)-2'-chloro-5'-methoxy-6-methyl-(4,4'-bipyridine)-3-carboxamide C1CCC12OC[C@@H](C2)COC2=NN=C(S2)NC(=O)C=2C=NC(=CC2C2=CC(=NC=C2OC)Cl)C